ClC1=CNC2=CC(=C(C(=C12)/C=C/C(=O)O)OC1=CC(=C(C=C1)F)C1=NN=C(N1)C(C)(CCCC(C=O)(C)C)C1=CC(=CC=C1)I)F (E)-3-(3-Chloro-6-fluoro-5-(4-fluoro-3-(5-(2-(3-iodophenyl)-6,6-dimethyl-7-oxoheptan-2-yl)-4H-1,2,4-triazol-3-yl)phenoxy)-1H-indol-4-yl)acrylic acid